6-thioguanosine-5'-phosphate P(=O)(O)(O)OC[C@@H]1[C@H]([C@H]([C@@H](O1)N1C=NC=2C(=S)NC(N)=NC12)O)O